C(C1=CC=CC=C1)OC1=C2C3=C(N(C2=CC=C1)C1=CC=C(C=C1)F)C(OCC3(C)C3=CC=C(C(=O)O)C=C3)(C)C 4-[5-benzyloxy-9-(4-fluorophenyl)-1,1,4-trimethyl-3H-pyrano[3,4-b]indol-4-yl]benzoic acid